CC1=NC(=NC(=C1)C)N1C[C@@H]2CNC[C@@H]2C1 (3aR,6aS)-2-(4,6-dimethylpyrimidin-2-yl)octahydropyrrolo[3,4-c]pyrrole